BrC(CC(=O)NC1=CC=C(C=C1)OC)C 3-bromo-N-(4-methoxyphenyl)butanamide